4-(2-oxa-5-azabicyclo[4.1.0]heptan-5-yl)-N-((S)-chroman-4-yl)-7-fluoro-8-(2,3,5-trifluorophenyl)quinoline-3-carboxamide C12OCCN(C2C1)C1=C(C=NC2=C(C(=CC=C12)F)C1=C(C(=CC(=C1)F)F)F)C(=O)N[C@H]1CCOC2=CC=CC=C12